NC=1N=C(C2=C(N1)C=CN(C2=O)CC2=CC=C(C=C2)CN2CCCC2)N[C@@](CO)(CCCC)C (R)-2-amino-4-((1-hydroxy-2-methylhexan-2-yl)amino)-6-(4-(pyrrolidin-1-ylmethyl)benzyl)pyrido[4,3-d]pyrimidin-5(6H)-one